C(C)(C)(C)OC(COCCOS(=O)(=O)C1=CC=C(C)C=C1)=O [2-(toluene-4-sulfonyloxy)-ethoxy]-acetic acid tert-butyl ester